3',7'-bis(dimethylamino)-3-oxo-3H-dispiro[isobenzofuran-1,10'-dibenzo[b,e]siline-5',1''-silinane]-5-carboxylic acid CN(C=1C=CC2=C(C1)[Si]1(CCCCC1)C1=C(C23OC(C2=CC(=CC=C23)C(=O)O)=O)C=CC(=C1)N(C)C)C